NC(C(=O)O)CC=1C(=NOC1C)O alpha-amino-3-hydroxy-5-methyl-4-isoOxazole-propionic acid